(6-(2-methoxyethyl)pyrazolo[1,5-a]pyridin-3-yl)methanone COCCC=1C=CC=2N(C1)N=CC2C=O